FC1CN(CCC1C1CC12CNC(N(C2)CC2=CC=C(C=C2)OCC(C)C)=O)C (3-fluoro-1-methylpiperidin-4-yl)-7-(4-isobutoxybenzyl)-5,7-diazaspiro[2.5]octan-6-one